5-(bis(4-methoxybenzyl)amino)-2-(((3-methylpyridin-2-yl)methyl)amino)-3-(2-amino-5-(bis(4-methoxybenzyl)amino)-[1,2,4]triazolo[1,5-c]pyrimidin-7-yl)benzonitrile COC1=CC=C(CN(C=2C=C(C(=C(C#N)C2)NCC2=NC=CC=C2C)C2=CC=3N(C(=N2)N(CC2=CC=C(C=C2)OC)CC2=CC=C(C=C2)OC)N=C(N3)N)CC3=CC=C(C=C3)OC)C=C1